C(C)(C)(C)N(C(O)=O)C=1C=NC(=C(C1)N)F.ClC1=CC=C(C(=N1)OC)C1=NN(C=C1)C 6-Chloro-2-methoxy-3-(1-methyl-1H-pyrazol-3-yl)pyridine tert-butyl-(5-amino-6-fluoropyridin-3-yl)carbamate